N-(2-(dimethylamino)-2-(4-methoxyphenyl)ethyl)-5-methoxyisoindoline-2-carboxamide CN(C(CNC(=O)N1CC2=CC=C(C=C2C1)OC)C1=CC=C(C=C1)OC)C